OC1CC2(C(C=C3[C@@]4(CC[C@H]([C@@H](C=C[C@@H](C(C)C)C)C)[C@]4(CC[C@@]3([C@]2(CC1)C)O)C)O)=O)O 3,5,9,14-Tetrahydroxyergosta-7,22-dien-6-one